N1(CCC1)C1=NC(=CC=N1)Cl (azetidin-1-yl)-6-chloro-pyrimidine